C[C@@H]1O[C@@H](CN(C1)C1=CC=C(C=C1)NC1=NC=C(C(=N1)OCC1CCC(CC1)(O)C(F)(F)F)F)C 4-(((2-((4-((2S,6R)-2,6-dimethylmorpholino)phenyl)amino)-5-fluoropyrimidin-4-yl)oxy)methyl)-1-(trifluoromethyl)cyclohexan-1-ol